Cl.OC[C@@H]1CC[C@H](CO1)[NH3+] (3R,6S)-6-(Hydroxymethyl)oxan-3-aminium hydrochloride